N-((5-(2-fluorophenyl)-1-(pyridin-3-ylsulfonyl)-1H-pyrrol-3-yl)methyl)methylamine FC1=C(C=CC=C1)C1=CC(=CN1S(=O)(=O)C=1C=NC=CC1)CNC